C12CCC(CC1)N2C=2C=C1C(=CC=NC1=CC2)C(=O)NCC(=O)N2CSC[C@H]2C#N (R)-6-(7-Azabicyclo[2.2.1]heptan-7-yl)-N-(2-(4-cyanothiazolidin-3-yl)-2-oxoethyl)quinoline-4-carboxamide